cystathionine-bisacrylamide C(C=C)(=O)N.C(C=C)(=O)N.N[C@@H](CCSC[C@@H](C(=O)O)N)C(=O)O